N-[4-(azetidin-3-yl)phenyl]-N-[(3-chloro-5-fluoro-phenyl)methyl]-2-phthalazin-1-yl-acetamide N1CC(C1)C1=CC=C(C=C1)N(C(CC1=NN=CC2=CC=CC=C12)=O)CC1=CC(=CC(=C1)F)Cl